benzenesulfonamide HCl salt Cl.C1(=CC=CC=C1)S(=O)(=O)N